2,2',2''-(10-(1-amino-22-carboxy-19-oxo-3,6,9,12,15-pentaoxa-18-azadocosan-22-yl)-1,4,7,10-tetraazacyclododecane-1,4,7-triyl)triacetic acid NCCOCCOCCOCCOCCOCCNC(CCC(C(=O)O)N1CCN(CCN(CCN(CC1)CC(=O)O)CC(=O)O)CC(=O)O)=O